ClC1=NC2=NC=CC=C2C=C1 2-chloro-1,8-naphthyridine